N-(3-(Azetidin-1-ylmethyl)-5-(trifluoromethyl)phenyl)-6-(Imidazo[1,2-a]pyridin-3-carbonyl)-4,5,6,7-tetrahydrothieno[2,3-c]pyridin-3-carboxamid N1(CCC1)CC=1C=C(C=C(C1)C(F)(F)F)NC(=O)C1=CSC=2CN(CCC21)C(=O)C2=CN=C1N2C=CC=C1